C(C)(C)(C)OC(NC1CCC(CC1)NCCOC)=O ((1R,4r)-4-((2-methoxyethyl)amino)cyclohexyl)carbamic acid tert-butyl ester